2-(4-(2-((4-(Bis((9Z,12Z,15Z)-2-hydroxyoctadeca-9,12,15-trien-1-yl)amino)butyl)disulfaneyl)ethyl)piperazin-1-yl)ethyl 5-(bis((9Z,12Z)-2-hydroxyoctadeca-9,12-dien-1-yl)amino)pentanoate OC(CN(CCCCC(=O)OCCN1CCN(CC1)CCSSCCCCN(CC(CCCCCC\C=C/C\C=C/C\C=C/CC)O)CC(CCCCCC\C=C/C\C=C/C\C=C/CC)O)CC(CCCCCC\C=C/C\C=C/CCCCC)O)CCCCCC\C=C/C\C=C/CCCCC